CC1(OB(OC1(C)C)C=1C=CC2=C(N(C=N2)C2=CC=C(N)C=C2)C1)C 4-(6-(4,4,5,5-tetramethyl-1,3,2-dioxaborolan-2-yl)-1H-benzo[d]imidazol-1-yl)aniline